C(C)OC1=CC=C2C(=C(C(=NC2=C1)C1=CC(=CC=C1)C(F)(F)F)CN1CCC(CC1)N1CCOCC1)C(=O)NC1(CC1)C1=CC=CC=C1 7-(ethoxy)-3-{[4-(4-morpholinyl)-1-piperidinyl]methyl}-N-(1-phenylcyclopropyl)-2-[3-(trifluoromethyl)phenyl]-4-quinolinecarboxamide